tert-Butyl-(S)-4-(2-(2-((6-((3-(3,4-dihydroisoquinolin-2(1H)-yl)-2-hydroxypropyl)carbamoyl)pyrimidin-4-yl)amino)acetamido)ethyl)piperazine-1-carboxylate C(C)(C)(C)OC(=O)N1CCN(CC1)CCNC(CNC1=NC=NC(=C1)C(NC[C@@H](CN1CC2=CC=CC=C2CC1)O)=O)=O